3-[(4S)-4-[2-[5-[[4-(difluoromethyl)-6,7-difluoro-1H-indol-5-yl]oxy]-2-fluoro-phenyl]-1H-imidazol-4-yl]-4-methyl-chroman-8-yl]propanoic acid FC(C1=C2C=CNC2=C(C(=C1OC=1C=CC(=C(C1)C=1NC=C(N1)[C@]1(CCOC2=C(C=CC=C12)CCC(=O)O)C)F)F)F)F